7-(3-{[5-hydroxy-1-(propan-2-yl)-1H-pyrazol-3-yl]carbamoyl}azetidin-1-yl)-5-methyl-4-oxo-1-(1,2,4-thiadiazol-5-yl)-1,4-dihydro-1,8-naphthyridine-3-carboxylic acid OC1=CC(=NN1C(C)C)NC(=O)C1CN(C1)C1=CC(=C2C(C(=CN(C2=N1)C1=NC=NS1)C(=O)O)=O)C